C(C)(C)C1=C(NC2=CC=C(C=C12)C1=CC2=C(CN(CC2)C)S1)C1=CC(=NC=C1)C 2-(3-isopropyl-2-(2-methylpyridin-4-yl)-1H-indol-5-yl)-6-methyl-4,5,6,7-tetrahydrothieno[2,3-c]pyridine